ClC(I)Br Mono-chloro-bromo-iodomethane